N-(8,9-difluoro-6-oxo-1,4,5,6-tetrahydro-2H-pyrano[3,4-c]isoquinolin-1-yl)-6-(difluoromethyl)-5-fluoro-N-methyl-1H-indole-2-carboxamide FC=1C(=CC=2C3=C(NC(C2C1)=O)COCC3N(C(=O)C=3NC1=CC(=C(C=C1C3)F)C(F)F)C)F